FC1=C(C(=CC=C1C(=O)C1=CNC2=NC=C(C=C21)C=2C=NC(=NC2)N2CCN(CC2)C)F)NS(=O)(=O)CCC N-(2,6-difluoro-3-(5-(2-(4-methylpiperazin-1-yl)pyrimidin-5-yl)-1H-pyrrolo[2,3-b]pyridine-3-carbonyl)phenyl)propane-1-sulfonamide